4-(4-(3-((4-hydroxyphenethyl)amino)prop-1-yn-1-yl)phenyl)piperazine OC1=CC=C(CCNCC#CC2=CC=C(C=C2)N2CCNCC2)C=C1